C1(=CC=CC2=CC=CC=C12)[C@H](C)N (S)-1-(naphthalen-1-yl)ethanamine